FC1=C(C=CC=C1)C1=NNC(=C1)C(=O)N[C@H]1C[C@H](CCC1)NC1=CC(=NC2=CC=CC=C12)C(F)(F)F 3-(2-fluorophenyl)-N-[(1r,3s)-3-{[2-(trifluoromethyl)quinolin-4-yl]amino}cyclohexyl]-1H-pyrazole-5-carboxamide